1-(2,2-dimethyl-2,3-dihydro-1H-indene-1-yl)-1H-imidazole-5-carboxylic acid methyl ester COC(=O)C1=CN=CN1C1C(CC2=CC=CC=C12)(C)C